C1(CC1)C1=C(CN2C(N([C@@H](C=3C2=NN(C3)C)C)C3CCN(CC3)C=3C(=NC=CC3C(F)F)OC)=O)C=CC=C1 (R)-7-(2-cyclopropyl-benzyl)-5-(4'-difluoromethyl-2'-methoxy-3,4,5,6-tetrahydro-2H-[1,3']bipyridinyl-4-yl)-2,4-dimethyl-2,4,5,7-tetrahydro-pyrazolo[3,4-d]pyrimidin-6-one